(3,4-dimethylpyrazole) 3,4-dimethylpyrazoleGlycolate CC1(N=NC=C1C)C(C(=O)O)O.CC1=NNC=C1C